CC1CCN(CC1)C1=C(CC2N(CCNC2)C(=O)N)C=CC=C1 2-(4-methylpiperidin-1-yl)benzylpiperazine-1-carboxamide